C1(CC1)C1=NC=CC=C1COC=1C=CC2=C(C(=C(O2)C)C(=O)O)C1 5-((2-cyclopropylpyridin-3-yl)methoxy)-2-methylbenzofuran-3-carboxylic acid